3,4-dichloro-N-[4-chloro-3-[[(4-fluorophenyl)amino]carbonyl]phenyl]-β-(trifluoro-methyl)benzenepropanamide ClC=1C=C(C=CC1Cl)C(CC(=O)NC1=CC(=C(C=C1)Cl)C(=O)NC1=CC=C(C=C1)F)C(F)(F)F